(S)-quinuclidin-3-yl((R)-5-(3,5-dimethyl-4-propoxyphenyl)-6-fluoro-2,2-dimethyl-2,3-dihydro-1H-inden-1-yl)carbamate N12C[C@H](C(CC1)CC2)OC(N[C@@H]2C(CC1=CC(=C(C=C21)F)C2=CC(=C(C(=C2)C)OCCC)C)(C)C)=O